tert-butyl 8-(1-(isoquinolin-6-yl)-1H-benzo[d]imidazol-5-yl)-6-methyl-5-oxo-3,4,5,6-tetrahydro-2,6-naphthyridine-2(1H)-carboxylate C1=NC=CC2=CC(=CC=C12)N1C=NC2=C1C=CC(=C2)C2=CN(C(C=1CCN(CC21)C(=O)OC(C)(C)C)=O)C